4-Fluoro-N-(7-methoxy-1-(prop-2-yn-1-yl)-1H-indazol-3-yl)benzamide FC1=CC=C(C(=O)NC2=NN(C3=C(C=CC=C23)OC)CC#C)C=C1